(4-(2-chlorophenyl)thiazol-2-yl)-5-(hexahydropyrrolo[1,2-a]pyrazin-2(1H)-yl)picolinamide ClC1=C(C=CC=C1)C=1N=C(SC1)C=1C(=NC=C(C1)N1CC2N(CC1)CCC2)C(=O)N